1,1-dimethoxy-3-(methoxymethyl)cyclobutane COC1(CC(C1)COC)OC